NC=1C=C2C(=CC=NC2=CC1C)OCCNC1(CCCCC1)[C@@]12NC(=NC=C2N(C(N1)=O)C([2H])([2H])[2H])Cl (1s,4s)-4-(((2-((6-amino-7-methylquinolin-4-yl)oxy)ethyl)amino)cyclohexyl)-2-Chloro-7-(methyl-d3)-7,9-dihydro-8H-purin-8-one